[Cl-].C(CCCCCCCC)OC(CCCCCCCCC=CC1=CC=C(C=C1)[P+](C)(C)C)OCCCCCCCCC (4E)-11,11-dinonyloxy-4-undecenyl-trimethylphenylphosphonium chloride